(R)-1-(5-(4-(4-cyanophenyl)-4-fluoropiperidine-1-carbonyl)-2-methylphenyl)-3-(tetrahydrofuran-3-yl)urea C(#N)C1=CC=C(C=C1)C1(CCN(CC1)C(=O)C=1C=CC(=C(C1)NC(=O)N[C@H]1COCC1)C)F